C(C)(C)(C)OC(=O)N1[C@@](CCC1)(C(=O)O)C (S)-2-methyl-pyrrolidine-1,2-dicarboxylic acid 1-tert-butyl ester